4-methyl-7-(methylamino)phthalazine-6-carboxylate CC1=NN=CC2=CC(=C(C=C12)C(=O)[O-])NC